4-fluorophenyl-butyric acid FC1=CC=C(C=C1)C(C(=O)O)CC